2-[4-(Trifluoromethyl)phenyl]acetic acid FC(C1=CC=C(C=C1)CC(=O)O)(F)F